NC(C)C1(CCN(CC1)C=1N=C(C(=NC1CO)SC1=C(C(=NC=C1)N1C(CCC1)CO)Cl)F)C (1-(4-(5-(4-(1-aminoethyl)-4-methylpiperidin-1-yl)-3-fluoro-6-(hydroxymethyl)pyrazin-2-ylthio)-3-chloropyridin-2-yl)pyrrolidin-2-yl)methanol